1-p-acetylphenyl-3,4,6-tribenzyloxy-D-glucal C(C)(=O)C1=CC=C(C=C1)C=1O[C@@H]([C@]([C@@](C1)(O)OCC1=CC=CC=C1)(O)OCC1=CC=CC=C1)C(O)OCC1=CC=CC=C1